4-(3-chlorophenyl)-6-phenyl-1,3,5-triazin-2(1H)-one ClC=1C=C(C=CC1)C1=NC(NC(=N1)C1=CC=CC=C1)=O